ClC1=C(C=C)C=CC=C1 (R)-2-chlorostyrene